N-((benzyloxy)carbonyl)-O-(3-hydroxypropyl)-L-serine C(C1=CC=CC=C1)OC(=O)N[C@@H](COCCCO)C(=O)O